(R)-1-(4-amino-7-(4-(2-aminoethyl)benzyl)-2-(pentan-2-yl)-1H-imidazo[4,5-c]quinolin-1-yl)-2-methylpropan-2-ol NC1=NC=2C=C(C=CC2C2=C1N=C(N2CC(C)(O)C)[C@H](C)CCC)CC2=CC=C(C=C2)CCN